O1CSCCC1 1,3-oxathian